CN(C1C(CCC1)=O)C 2-(dimethylamino)cyclopentane-1-one